C(C1=CC=CC=C1)(=O)O[C@@H]1C(O[C@H]([C@H]([C@H]1OC(C1=CC=CC=C1)=O)OS(=O)(=O)C)C)OC(C)=O (3S,4S,5R,6S)-2-acetoxy-6-methyl-5-((methylsulfonyl)oxy)tetrahydro-2H-pyran-3,4-diyl dibenzoate